[6-[3-(Difluoromethyl)-4-fluoro-phenyl]pyrazolo[4,3-b]pyridin-1-yl]acetic acid FC(C=1C=C(C=CC1F)C=1C=C2C(=NC1)C=NN2CC(=O)O)F